Decyl bromoacetate BrCC(=O)OCCCCCCCCCC